O=C1NC2=CC=CC=C2C12CNC(C2)C(=O)N 2-oxospiro[indoline-3,3'-pyrrolidine]-5'-carboxamide